3-(tert-butoxycarbonylmethylamino)acetoxymethyl-2-methylaminopyridine C(C)(C)(C)OC(=O)CNCC(=O)OCC=1C(=NC=CC1)NC